Ethyl (E)-3-(1-(3,5-bis(trifluoromethyl)benzyl)-4-bromo-1H-indol-3-yl)-2-cyanoacrylate FC(C=1C=C(CN2C=C(C3=C(C=CC=C23)Br)/C=C(/C(=O)OCC)\C#N)C=C(C1)C(F)(F)F)(F)F